COC1(CN(CC1)C(=O)OC(C)(C)C)C#C[Si](C)(C)C tert-butyl 3-methoxy-3-((trimethylsilyl)ethynyl)pyrrolidine-1-carboxylate